Cl.NC[C@@H](CC(C)C)N(S(=O)(=O)C1=C(C=C(C(=C1)Br)F)F)C (R)-N-(1-amino-4-methylpentan-2-yl)-5-bromo-2,4-difluoro-N-methylbenzenesulfonamide hydrochloride